6-(CYCLOHEXYL)PYRIDINE-2-BORONIC ACID C1(CCCCC1)C1=CC=CC(=N1)B(O)O